tert-butyl (3S,4S)-3-[[6-[6-(4,4-dimethyl-2-oxo-pyrrolidin-1-yl)imidazo[1,2-a]pyrazin-3-yl]-2-pyridyl]amino]-4-fluoro-pyrrolidine-1-carboxylate CC1(CC(N(C1)C=1N=CC=2N(C1)C(=CN2)C2=CC=CC(=N2)N[C@H]2CN(C[C@@H]2F)C(=O)OC(C)(C)C)=O)C